N(=[N+]=[N-])C1=C(C(=O)OC)C=C(C(=C1)OCC1=CC=CC=C1)C=O methyl 2-azido-4-(benzyloxy)-5-formylbenzoate